O=C1NC(CCC1C1=C(C=C(C=C1F)N1CC(C1)NC(OC1CN(C1)C1=NC=CC=C1C)=O)F)=O 1-(3-methylpyridin-2-yl)azetidin-3-yl (1-(4-(2,6-dioxopiperidin-3-yl)-3,5-difluorophenyl)azetidin-3-yl)carbamate